FC(C1=C(C(=NN1[C@@H]1COCC1)C1=CC=C(C=C1)CNC(C1=C(C=CC=C1)OC)=O)C(=O)N)F 5-(difluoromethyl)-3-[4-[[(2-methoxybenzoyl)amino]methyl]phenyl]-1-[(3S)-tetrahydrofurane-3-yl]pyrazole-4-carboxamide